1-ethyl-N-[(6S)-2-[(3S,4S)-3-methoxy-4-(methylamino)pyrrolidin-1-yl]-5,6,7,8-tetrahydroquinolin-6-yl]-1H-pyrrolo[2,3-b]pyridine-5-carboxamide C(C)N1C=CC=2C1=NC=C(C2)C(=O)N[C@@H]2CC=1C=CC(=NC1CC2)N2C[C@@H]([C@H](C2)NC)OC